C(C=1C(C(=O)OC(C)C)=CC(C(=O)OC(C)C)=C(C(=O)OC(C)C)C1)(=O)OC(C)C Tetraisopropyl pyromellitate